N-(4-anilino-3-nitro-phenyl)sulfonyl-4-(4-benzhydrylpiperazin-1-yl)-2-(1H-indol-5-yloxy)benzamide N(C1=CC=CC=C1)C1=C(C=C(C=C1)S(=O)(=O)NC(C1=C(C=C(C=C1)N1CCN(CC1)C(C1=CC=CC=C1)C1=CC=CC=C1)OC=1C=C2C=CNC2=CC1)=O)[N+](=O)[O-]